CC1=C(C(=NC=C1C(=O)OC)C(F)(F)F)C methyl 4,5-dimethyl-6-(trifluoromethyl)nicotinate